N-[4-bromo-1-methoxy-2-oxo-6-(trifluoromethyl)-3-pyridinyl]-3-ethylsulfanyl-N-methyl-pyridine-2-carboxamide BrC1=C(C(N(C(=C1)C(F)(F)F)OC)=O)N(C(=O)C1=NC=CC=C1SCC)C